N-(bicyclo[1.1.1]pentan-1-yl)-4-(6-(2-hydroxy-5-nitrobenzoyl)pyrazolo[1,5-a]pyrimidin-2-yl)benzamide C12(CC(C1)C2)NC(C2=CC=C(C=C2)C2=NN1C(N=CC(=C1)C(C1=C(C=CC(=C1)[N+](=O)[O-])O)=O)=C2)=O